1-(4-fluorophenyl)-6-methyl-2-oxo-1,2-dihydro-pyridine-3-carboxylic acid [3-(5-phenyl-1H-pyrrolo[2,3-b]pyridin-3-yl)-phenyl]-amide C1(=CC=CC=C1)C=1C=C2C(=NC1)NC=C2C=2C=C(C=CC2)NC(=O)C=2C(N(C(=CC2)C)C2=CC=C(C=C2)F)=O